COC(C(=C)COCC(C(=O)OC)=C)=O dimethyl-2,2'-[Oxybis(methylene)]bis-2-propenoate